C(C)(C)(C)OC(=O)N1CCC(CC1)CN1CCC(CC1)C1=CC=CC=2N(C(N(C21)C)=O)C2C(N(C(CC2)=O)C)=O.C2(=CC=CC=C2)C(=CC2=CC=C(C=C2)C=2C1=CC=CC=C1C(=C1C=CC=CC21)C2=CC=C(C=C2)C=C(C2=CC=CC=C2)C2=CC=CC=C2)C2=CC=CC=C2 9,10-bis[4-(2,2-diphenylvinyl)phenyl]Anthracene tert-butyl-4-[[4-[3-methyl-1-(1-methyl-2,6-dioxo-3-piperidyl)-2-oxo-benzimidazol-4-yl]-1-piperidyl]methyl]piperidine-1-carboxylate